(3-Aminopropyl)silantriol NCCC[Si](O)(O)O